7-isopropyl-1-methyl-5H-pyrazolo[3,4-d]pyridazin-4-one C(C)(C)C1=NNC(C2=C1N(N=C2)C)=O